1-(2-(1-((6-chloropyridazin-4-yl)oxy)ethyl)-6-methylimidazo[1,2-a]pyridin-8-yl)-3-methylimidazolidine-2,4-dione ClC1=CC(=CN=N1)OC(C)C=1N=C2N(C=C(C=C2N2C(N(C(C2)=O)C)=O)C)C1